4-chloro-5-[4-(2,6-dichlorophenyl)sulfonylpiperazin-1-yl]-1-benzofuran ClC1=C(C=CC2=C1C=CO2)N2CCN(CC2)S(=O)(=O)C2=C(C=CC=C2Cl)Cl